((2-methoxyethyl)amino)pyrazolo[1,5-a]pyridine COCCNC1=NN2C(C=CC=C2)=C1